6-furylaminopurine O1C(=CC=C1)NC1=C2NC=NC2=NC=N1